ClCCCNC(=O)N[C@@H]1CC[C@H](CC1)CCN1CCN(CC1)C1=C(C(=CC=C1)Cl)Cl 1-(3-Chloropropyl)-3-(trans-4-(2-(4-(2,3-dichlorophenyl)piperazin-1-yl)ethyl)cyclohexyl)urea